NC1=CC=C(C=C1)[As](O)O (4-aminophenyl)arsonous acid